COC1(CCC2(OCCO2)CC1)C[C@H](C)NC(OC(C)(C)C)=O tert-Butyl (S)-(1-(8-methoxy-1,4-dioxaspiro[4.5]decane-8-yl)propan-2-yl)carbamate